CS(=O)C1=NN2C(C=N1)=CN=C2C(C)C(C)C 2-methanesulfinyl-7-(3-methylbutan-2-yl)imidazo[4,3-f][1,2,4]triazine